C(C)(C)(C)O[SiH2]O[SiH3] t-butoxydisiloxane